(piperazin-1-yl)phthalazine N1(CCNCC1)C1=NN=CC2=CC=CC=C12